BrC1=CC(=C(C=C1)C1=CC(=C(C(=C1)F)C#N)F)C(F)(F)F 4'-bromo-3,5-difluoro-2'-(trifluoromethyl)-[1,1'-biphenyl]-4-carbonitrile